tert-butyl 2-(2-(3-(3-ethoxy-2-methyl-3-oxoprop-1-en-1-yl)phenyl)-4-((2-((2-hydroxyethyl)thio)ethyl)thio)-2-methylbutanoyl)-1-methylhydrazine-1-carboxylate C(C)OC(C(=CC=1C=C(C=CC1)C(C(=O)NN(C(=O)OC(C)(C)C)C)(CCSCCSCCO)C)C)=O